((S)-2-methylpiperazin-1-yl)-3,4-dihydro-2H,6H-[1,4]thiazepino[2,3,4-ij]quinazolin-6-one C[C@@H]1N(CCNC1)C1CCN2C(N=CC3=CC=CC(=C23)S1)=O